N-[3,5-bis(trifluoromethyl)phenyl]myristylamide FC(C=1C=C(C=C(C1)C(F)(F)F)CCCCCCCCCCCCCC[NH-])(F)F